C(OC1=CC=C(C=C1)CCCC)(OC1=CC=C(C=C1)CCCC)=O di(4-n-butylphenyl) carbonate